(2R,5R)-3-(3-amino-5-chlorophenylethyl)-2-(1-(4-bromophenyl)-3-(4-fluorophenyl)-1H-pyrazol-4-yl)-5-methyloxazolidin-4-one NC=1C=C(C=C(C1)Cl)CCN1[C@H](O[C@@H](C1=O)C)C=1C(=NN(C1)C1=CC=C(C=C1)Br)C1=CC=C(C=C1)F